FC1=C(C(=O)N2CCC(CC2)N2CC(C2)(N2N=CC(=C2)C2=C3C(=NC=C2F)NC=C3)CC#N)C=CC(=C1)O {1-[1-(2-fluoro-4-hydroxybenzoyl)piperidin-4-yl]-3-[4-(5-fluoro-1H-pyrrolo[2,3-b]pyridin-4-yl)-1H-pyrazol-1-yl]azetidin-3-yl}acetonitrile